FC=1C=C2C(=C(C=NC2=CC1)C(=O)N1CCN(CC1)S(=O)(=O)C)N1CCC(CC1)(C1=CC=CC=C1)CO (6-fluoro-4-(4-(hydroxymethyl)-4-phenylpiperidin-1-yl)quinolin-3-yl)(4-(methylsulfonyl)piperazin-1-yl)methanone